C1(=CC=CC=C1)C=1C(=C(C=CC1)C=1C(=C(C=CC1)C1=CC=CC=C1)C1=C(C(=C(C=C1)C1=CC=CC=C1)C1=CC=CC=C1)C1=CC=CC=2C3=CC=CC=C3CC12)C1=CC=CC=2OC3=C(C21)C=CC=C3 (phenyldibenzofuranylphenyl)(diphenylfluorenylphenyl)(biphenyl)